2-cyclopropyl-8-isopropylpyrazolo[1,5-a][1,3,5]triazin-4(3H)-one C1(CC1)C1=NC=2N(C(N1)=O)N=CC2C(C)C